C(=O)(O)CN1C(=O)N(C(=O)N(C1=O)CC)CC(=O)O 1,3-bis(carboxymethyl)-5-ethyl-isocyanuric acid